ClC1=C(OC=2C=CC(=C(C2)S(=O)(=O)NC2CC(C2)NC(=O)C2CC2)O)C(=CC(=C1)N1N=C(C(NC1=O)=O)C(F)F)Cl N-((1r,3r)-3-((5-(2,6-dichloro-4-(6-(difluoromethyl)-3,5-dioxo-4,5-dihydro-1,2,4-triazin-2(3H)-yl)phenoxy)-2-hydroxyphenyl)sulfonamido)cyclobutyl)cyclopropanecarboxamide